C(C)(C)(C)OC(=O)N1CCC=C(C1)C1=NC=CN=C1 5-(pyrazine-2-yl)-3,6-dihydropyridine-1(2H)-carboxylic acid tert-butyl ester